COC=1C=2N=CN([C@H]3[C@H](O)[C@H](O)[C@@H](CO)O3)C2N=C(N1)N O6-methyl-guanosine